2-FLUORO-5-METHOXYPHENYLBORONIC ACID FC1=C(C=C(C=C1)OC)B(O)O